CN(CC(=O)O)CCCC.[N] nitrogen methyl-butyl-glycine